(R)-5-(2-(dimethylamino)ethoxy)-2-methyl-N-(1-(2-(5-(morpholinomethyl)furan-2-yl)quinolin-4-yl)ethyl)benzamide CN(CCOC=1C=CC(=C(C(=O)N[C@H](C)C2=CC(=NC3=CC=CC=C23)C=2OC(=CC2)CN2CCOCC2)C1)C)C